CC1=C(C=C(C=C1)O)NC1=NC(=NC=C1)NC1=CC(=CC=C1)S(=O)(=O)C 4-methyl-3-[[2-(3-methylsulfonylanilino)pyrimidin-4-yl]amino]phenol